COC1=CC=2N=CN=C(C2N=C1NC(=O)[C@H]1N([C@@H]2C[C@@H]2C1)C(=O)OC(C)(C)C)C=1C(=NN(C1)C)C1=CC=CC=C1 tert-butyl (1R,3S,5R)-3-((7-methoxy-4-(1-methyl-3-phenyl-1H-pyrazol-4-yl)pyrido[3,2-d]pyrimidin-6-yl)carbamoyl)-2-azabicyclo[3.1.0]hexane-2-carboxylate